C(C)(=O)N[C@H]1[C@@H](O[C@@H]([C@@H]([C@@H]1O)O)CO)SCCC(=O)O 3-(((2S,3R,4R,5R,6R)-3-acetamido-4,5-dihydroxy-6-(hydroxymethyl)tetrahydro-2H-pyran-2-yl)thio)propanoic acid